N1=C(C=CC=C1)NC(=O)N N-Pyridylurea